4-(4-((2-(dimethylamino)ethyl)amino)-8-fluoro-2-(((2S,7aR)-2-fluorotetrahydro-1H-pyrrolizin-7a(5H)-yl)methoxy)pyrido[4,3-d]pyrimidin-7-yl)naphthalen-2-ol bis(2,2,2-trifluoroacetate) FC(C(=O)O)(F)F.FC(C(=O)O)(F)F.CN(CCNC=1C2=C(N=C(N1)OC[C@@]13CCCN3C[C@H](C1)F)C(=C(N=C2)C2=CC(=CC1=CC=CC=C21)O)F)C